(S)-4-(4-chloro-6-(3-ethylmorpholino)pyridinylamino)-2-methylbenzoic acid ClC1=CC(=NC(=C1)N1[C@H](COCC1)CC)NC1=CC(=C(C(=O)O)C=C1)C